C1(=CC=CC=C1)C=1C=C(C=CC1C1=CC=CC=C1)C1=NC=CN=C1 [3,4'-diphenyl-phenyl]pyrazine